N=C1C(OC=CC1)=O iminodihydropyrone